C1(CCC1)C1=NN(C2=NN=C(C=C21)C=2C(=NC(=NC2)OC(C)(C)C)OC(C)(C)C)C 3-cyclobutyl-5-(2,4-ditert-butoxypyrimidin-5-yl)-1-methyl-pyrazolo[3,4-c]pyridazine